COC1=CC=C2C3=C(NC2=C1)C(=NC=C3)NC(=O)C3CC3 N-(7-methoxy-9H-pyrido[3,4-b]indol-1-yl)cyclopropanecarboxamide